ethyl 3-[4-[(1S,4S,5R)-5-[[3-(2-chloro-6-methylphenyl)-5-cyclopropyl-1,2-oxazol-4-yl]methoxy]-2-azabicyclo[2.2.1]heptan-2-yl]-3-fluorophenyl]propanoate ClC1=C(C(=CC=C1)C)C1=NOC(=C1CO[C@H]1[C@@H]2CN([C@H](C1)C2)C2=C(C=C(C=C2)CCC(=O)OCC)F)C2CC2